C(C=C)P(=O)(CC=C)C1=C2C=CC(=NC2=CC=C1NC(C(C)(C)C)=O)C N-(5-(diallyl-phosphoryl)-2-methylquinolin-6-yl)pivalamide